ClC1=NC=2[C@@H](CN(CC2C=C1)C(=O)OC(C)(C)C)C tert-butyl (8R)-2-chloro-8-methyl-7,8-dihydro-5H-1,6-naphthyridine-6-carboxylate